5-cyclooctyloxycarbonylamino-3-(1-isopropylpiperidin-4-yl)pyrrolo[3,2-b]pyridine C1(CCCCCCC1)OC(=O)NC1=CC=C2C(=N1)C(=CN2)C2CCN(CC2)C(C)C